C(C)(C)(C)OC(NCC(C)(C)NC1=NC(=NC=C1C#CC(OCC)OCC)Cl)=O N-[2-[[2-chloro-5-(3,3-diethoxyprop-1-ynyl)pyrimidin-4-yl]amino]-2-methyl-propyl]carbamic acid tert-butyl ester